2-(6-((2-((4-(4-(dimethylamino)piperidin-1-yl)-3-methoxyphenyl)amino)-5-methylthieno[2,3-d]pyrimidin-4-yl)amino)pyridin-2-yl)propan-2-ol CN(C1CCN(CC1)C1=C(C=C(C=C1)NC=1N=C(C2=C(N1)SC=C2C)NC2=CC=CC(=N2)C(C)(C)O)OC)C